ClN1SCN(C1)Cl 2,4-dichloro-1,2,4-thiadiazole